CC1NC2(CN(C2)C(=O)[O-])CNC1 6-methyl-2,5,8-triazaspiro[3.5]nonane-2-carboxylate